9,10-bis(methoxycarbonylheptadecyleneoxy)anthracene COC(=O)CCCCCCCCCCCCCCCCCOC=1C2=CC=CC=C2C(=C2C=CC=CC12)OCCCCCCCCCCCCCCCCCC(=O)OC